Cetyl-sulfat C(CCCCCCCCCCCCCCC)OS(=O)(=O)[O-]